C(C)(=O)N(N(C(=O)C1=CC=2C3=C(C(=NC2C=C1F)N)C=NN3C)CC3=CN=C(N3C)C3=CC=CC=C3)C N'-acetyl-4-amino-7-fluoro-N',1-dimethyl-N-((1-methyl-2-phenyl-1H-imidazol-5-yl)methyl)-1H-pyrazolo[4,3-c]quinoline-8-carbohydrazide